(1S,5R)-9-(4-ethoxyphenyl)-2,9-diazaspiro[bicyclo[3.2.2]nonane-6,1'-cyclohexane] C(C)OC1=CC=C(C=C1)N1C[C@H]2NCC[C@@H]1C1(CCCCC1)C2